O=C1N(C(CC1)=O)C(C(=O)O)CCCC1SCC2NC(NC21)=O (2,5-dioxopyrrolidin-1-yl)5-(2-oxo-1,3,3a,4,6,6a-hexahydrothieno[3,4-d]imidazol-4-yl)pentanoic acid